CC1=NN=C(O1)C(C)=NC[C@H](C)O (S)-1-((1-(5-methyl-1,3,4-oxadiazol-2-yl)ethylidene)amino)propan-2-ol